1-(3-(4-(2-(trifluoromethyl)phenyl)piperidine-1-carbonyl)pyrrolo[3,4-c]pyrazol-5(1H,4H,6H)-yl)propan-1-one FC(C1=C(C=CC=C1)C1CCN(CC1)C(=O)C=1C2=C(NN1)CN(C2)C(CC)=O)(F)F